COC(CCCCCCCCC1=NC=2NCCCC2C=C1)=O 9-(5,6,7,8-tetrahydro-1,8-naphthyridin-2-yl)nonanoic acid methyl ester